BrC1=C(C(=C(C(=O)Cl)C(=C1F)F)F)F 4-bromo-2,3,5,6-tetrafluorobenzoyl chloride